C1(=CC=CC=C1)C1=NC2=CC=C(C=C2C=C1)O 2-phenylquinoline-6-ol